ClC1=C(C=CC=C1)CC(=O)NC1=CC(=C(C=C1)C1=NN(C(=C1)C(C)(C)O)C)S(N=CN(C)C)(=O)=O 2-(2-Chlorophenyl)-N-(3-{[(dimethylamino)methylene]sulfamoyl}-4-[5-(2-hydroxypropan-2-yl)-1-methyl-1H-pyrazol-3-yl]phenyl)acetamide